FC=1C(=C2C(=NC(=NN2C1)N[C@H](C)C1COC1)OC)C=1C=CC=2N(C1)C(=CN2)C(=O)NC (R)-6-(6-fluoro-4-methoxy-2-((1-(oxetan-3-yl)ethyl)amino)pyrrolo[2,1-f][1,2,4]triazin-5-yl)-N-methylimidazo[1,2-a]pyridine-3-carboxamide